N-(5-pyrazin-2-yl-2-pyridyl)-2-[4-[2-(trifluoromethyl)-4-pyridyl]pyrrolo[2,3-d]pyrimidin-7-yl]acetamide N1=C(C=NC=C1)C=1C=CC(=NC1)NC(CN1C=CC2=C1N=CN=C2C2=CC(=NC=C2)C(F)(F)F)=O